5-(4-(1-(piperidin-1-yl)cyclopropyl)phenyl)-N-(3-(piperidin-1-yl)propyl)thieno[3,2-b]pyridin-7-amine N1(CCCCC1)C1(CC1)C1=CC=C(C=C1)C1=CC(=C2C(=N1)C=CS2)NCCCN2CCCCC2